3-chloro-2-fluoro-5-(4,4,5,5-tetramethyl-1,3,2-dioxaborolan-2-yl)pyridine ClC=1C(=NC=C(C1)B1OC(C(O1)(C)C)(C)C)F